[N+](=O)([O-])OC(CCC(=O)OCCCC1CN(C1)S(=O)(=O)C1=CC(=C(C=C1)OCC)C=1NC(C2=C(N1)C(=NN2C)CCC)=O)CO[N+](=O)[O-] 3-(1-((4-ethoxy-3-(1-methyl-7-oxo-3-propyl-6,7-dihydro-1H-pyrazolo[4,3-d]pyrimidin-5-yl) phenyl)sulfonyl)azetidin-3-yl)propyl 4,5-bis(nitrooxy)pentanoate